C(C1=CC=CC=C1)OC=1C(=C(C=CC1)N1CCC2(C=3C=CC(=NC3C(N(C2)[C@@H]2CN(CC2)C(=O)OC(C)(C)C)=O)C=2C(=NC=CC2)OCC)CC1)C(F)(F)F tert-butyl (S)-3-(1-(3-(benzyloxy)-2-(trifluoromethyl)phenyl)-2'-(2-ethoxypyridin-3-yl)-8'-oxo-6'H-spiro[piperidine-4,5'-[1,7]naphthyridin]-7'(8'H)-yl)pyrrolidine-1-carboxylate